5-Fluoro-2-[(1R)-1-(2-furo[3,2-b]pyridin-6-yl-3,6-dimethyl-4-oxo-chromen-8-yl)ethoxy]benzenesulfonamide FC=1C=CC(=C(C1)S(=O)(=O)N)O[C@H](C)C=1C=C(C=C2C(C(=C(OC12)C=1C=C2C(=NC1)C=CO2)C)=O)C